[Al].C(CCCCCCC=C)(=O)O.C(CCCCCCC=C)(=O)O.C(CCCCCCC=C)(=O)O tris(8-nonenoic acid) aluminum